Cl.N1=CC(=CC=C1)CCC(=O)N 3-(pyridin-3-yl)propanamide hydrochloride